5-(4-(4-chloro-2-fluorophenyl)-6,7-dimethylpteridin-2-yl)-1-(1-cyclopropyl-1H-pyrazol-4-yl)piperidin-2-one ClC1=CC(=C(C=C1)C1=NC(=NC2=NC(=C(N=C12)C)C)C1CCC(N(C1)C=1C=NN(C1)C1CC1)=O)F